C1(CC1)C1=NN(C=C1C1=NC(=CC=C1)N1CCCC1)[C@@H]1C[C@H](C1)CNC=1C=C2C(N(C(C2=CC1)=O)C1C(NC(CC1)=O)=O)=O 5-(((trans-3-(3-cyclopropyl-4-(6-(pyrrolidin-1-yl)pyridin-2-yl)-1H-pyrazol-1-yl)cyclobutyl)methyl)amino)-2-(2,6-dioxopiperidin-3-yl)isoindoline-1,3-dione